Tert-Butyl ((3S,6S,10aS)-3-((1-(aminomethyl)cyclopropyl)carbamoyl)-5-oxodecahydropyrrolo[1,2-a]azocin-6-yl)carbamate NCC1(CC1)NC(=O)[C@@H]1CC[C@H]2N1C([C@H](CCCC2)NC(OC(C)(C)C)=O)=O